2-((3-(benzyloxy)-1-(2-(prop-1-en-2-yl)phenyl)cyclohexyl)methoxy)tetrahydro-2H-pyran C(C1=CC=CC=C1)OC1CC(CCC1)(C1=C(C=CC=C1)C(=C)C)COC1OCCCC1